C(C)(=O)OCC(C)OC(C)=O 1,2-diacetyloxypropane